(R)-2'-methyl-N-(1-(2-methyl-3-(trifluoromethyl)phenyl)ethyl)-7'H,9'H-spiro[cyclobutane-1,8'-[1,4]dioxepino[2,3-g]quinazolin]-4'-amine CC1=NC2=CC3=C(C=C2C(=N1)N[C@H](C)C1=C(C(=CC=C1)C(F)(F)F)C)OCC1(CO3)CCC1